(11S,Z,Z,Z)-11-Hexadecanoyloxyoctadeca-9,12,15-trienoic acid C(CCCCCCCCCCCCCCC)(=O)O[C@@H](\C=C/CCCCCCCC(=O)O)\C=C/C\C=C/CC